3-((2-amino-5-((2-ethynyl-5-isopropylpyridin-4-yl)oxy)pyrimidin-4-yl)amino)propane-1,2-diol NC1=NC=C(C(=N1)NCC(CO)O)OC1=CC(=NC=C1C(C)C)C#C